6-(2-ethyl-2H-tetrazol-5-yl)-3-bromopyridine C(C)N1N=C(N=N1)C1=CC=C(C=N1)Br